1-(6Z,9Z,12Z-octadecatrienoyl)-glycero-3-phosphocholine CCCCC/C=C\C/C=C\C/C=C\CCCCC(=O)OC[C@H](COP(=O)([O-])OCC[N+](C)(C)C)O